N(=C=O)[Si](C)(C)C isocyanatotris(methyl)silane